O=C1C=CC=C2NC(NC21)=O oxo-2,3-dihydro-1H-benzimidazol-ON